C(C)NC=O ETHYL-FORMAMIDE